ClC1=CC=C2C(=CC=NC2=C1)N[C@H](C(=O)N[C@H](C(=O)N[C@H](C(=O)N(C)OC)CC=1N=CN(C1)C(C1=CC=CC=C1)(C1=CC=CC=C1)C1=CC=CC=C1)CC(C)C)C (S)-2-((S)-2-((7-chloroquinolin-4-yl)amino)propanamido)-N-((S)-1-(methoxy(methyl)amino)-1-oxo-3-(1-trityl-1H-imidazol-4-yl)propan-2-yl)-4-methylpentanamide